2-((6-bromoquinolin-3-yl)oxy)-N-cycloheptylacetamide BrC=1C=C2C=C(C=NC2=CC1)OCC(=O)NC1CCCCCC1